ClC1=NS(C2=C1C=C(C=C2)C)(=O)=O 3-chloro-5-methyl-1,2-benzothiazole-1,1-dioxide